C(C=C)(=O)N1C[C@@H](CCC1)C(=O)N1C[C@H](CC1)N1N=CC(=C1)C=1C=C(C=2N(C1)N=CC2C#N)OC 6-(1-((S)-1-((R)-1-acryloylpiperidine-3-carbonyl)pyrrolidin-3-yl)-1H-pyrazol-4-yl)-4-methoxypyrazolo[1,5-a]pyridine-3-carbonitrile